ClC1=CC(=C(C=C1)COC1CN(C1)C(=O)N1C[C@@H]2[C@@H](OCC(N2)=O)CC1)OC1=CC=CC=C1 (4aR,8aS)-6-[3-[(4-Chloro-2-phenoxyphenyl)methoxy]azetidine-1-carbonyl]-4,4a,5,7,8,8a-hexahydropyrido[4,3-b][1,4]oxazin-3-one